2-((8S,9S,10R,11S,13S,14S,17R)-11,17-dihydroxy-10,13-dimethyl-3-oxo-2,3,6,7,8,9,10,11,12,13,14,15,16,17-tetradecahydro-1H-cyclopenta[a]phenanthren-17-yl)-2-oxoethyl 6-aminohexanoate NCCCCCC(=O)OCC(=O)[C@]1(CC[C@H]2[C@@H]3CCC4=CC(CC[C@@]4([C@H]3[C@H](C[C@]12C)O)C)=O)O